4-(4,4,5,5-tetramethyl-1,3,2-Dioxaborol-2-yl)-5-{[tri(prop-2-yl)silyl]ethynyl}naphthalene-2-carboxylic acid methyl ester COC(=O)C1=CC2=CC=CC(=C2C(=C1)B1OC(C(O1)(C)C)(C)C)C#C[Si](C(C)C)(C(C)C)C(C)C